C(C)(C)(C)OC(=O)N1C[C@@H](OCC1)CC1=C(N=C2N1C=CC(=C2)Cl)C2=C(C=C(C=C2F)S(N(CC2=CC=C(C=C2)OC)CC2=CC=C(C=C2)OC)(=O)=O)F (S)-2-((2-(4-(N,N-bis(4-methoxybenzyl)sulfamoyl)-2,6-difluorophenyl)-7-chloroimidazo[1,2-a]pyridin-3-yl)methyl)morpholine-4-carboxylic acid tert-butyl ester